BrC=1C=C(C(=O)CC#N)C=CC1 3-bromobenzoyl-acetonitrile